dipropylene glycol methyl-Acetate CCC(=O)O.CC(COC(C)CO)O